ClC1=CC=C2C(=CC(=NC2=C1)N1CC(CCC1)CS(=O)(=O)N)N1C=NC=C1 (1-(7-chloro-4-(1H-imidazol-1-yl)quinolin-2-yl)piperidin-3-yl)methanesulfonamide